(2R)-tert-butyl 2-(5-fluoro-1-methyl-1,3-dihydroisobenzofuran-1-yl)pyrrolidine-1-carboxylate FC=1C=C2COC(C2=CC1)(C)[C@@H]1N(CCC1)C(=O)OC(C)(C)C